8-vinyloctyltriethoxy(methoxy)silane 3-(2-fluoro-5-(trifluoromethoxy)phenyl)propanoate FC1=C(C=C(C=C1)OC(F)(F)F)CCC(=O)O.C(=C)CCCCCCCCC(C)O[Si](OC)(OCC)OCC